(S)-4-(chlorocarbonyl)-2-methylpiperazine-1-carboxylic acid tert-butyl ester C(C)(C)(C)OC(=O)N1[C@H](CN(CC1)C(=O)Cl)C